O1CCN(CC1)C1=NC=NC=C1C(=O)N 4-morpholinopyrimidine-5-carboxamide